C(OC1=CC=C(C=C1)[N+](=O)[O-])(O[C@@H]1[C@H](CCCCC1)SSC1=NC=CC=C1)=O |r| 4-nitrophenyl (trans-(1SR,2SR)-2-(pyridin-2-yldisulfanyl) cycloheptyl) carbonate